BrC1=CC(=C(C=C1)NC1=C(C2=C(C(=CO2)Cl)C=C1C(=O)O)F)F 6-((4-bromo-2-fluorophenyl)amino)-3-chloro-7-fluorobenzofuran-5-carboxylic acid